(S)-N-(5-chloro-2,4-difluorophenyl)-1-(6-methyl-4-(trifluoromethyl)pyridin-2-yl)pyrrolidine-2-carboxamide ClC=1C(=CC(=C(C1)NC(=O)[C@H]1N(CCC1)C1=NC(=CC(=C1)C(F)(F)F)C)F)F